C(C)(C)(C)C=1N=C(NC1)CN1CC2(CN(C2)C(=O)N2CC3(C2)CC(C3)C3=NC(=NN3)C3CC3)C1 [6-[(4-tert-butyl-1H-imidazol-2-yl)methyl]-2,6-diazaspiro[3.3]heptan-2-yl]-[6-(3-cyclopropyl-1H-1,2,4-triazol-5-yl)-2-azaspiro[3.3]heptan-2-yl]methanone